tungsten(II) chloride [W](Cl)Cl